OC1=CC=C(C=C1)C1OC2=C(C(C1)=O)C(=CC(=C2)O[C@H]2[C@H](O)[C@@H](O)[C@H](O)[C@H](O2)CO)O 2-(4-Hydroxyphenyl)-4-oxo-5-hydroxy-7-(beta-D-glucopyranosyloxy)-3,4-dihydro-2H-1-benzopyran